C1=CC=CC=2C3=CC=CC=C3C(C12)COC(=O)NC(C(=O)O)CC1=CC(=C(C=C1)OC(C)(C)C)F (9H-fluoren-9-ylmethoxycarbonylamino)-3-[3-fluoro-4-[(2-methylpropan-2-yl)oxy]phenyl]propanoic acid